COC=1C=C2C(=CN(C(C2=CC1OC)=O)C1=C2CCCN(C2=CC=C1)C)C(=O)N1CCCCC1 6,7-dimethoxy-2-(1-methyl-1,2,3,4-tetrahydroquinolin-5-yl)-4-(piperidine-1-carbonyl)isoquinolin-1(2H)-one